COC=1N=C2C(=CC=NC2=CC1OC)OC1=C(C=C(C=C1)NC(=O)C=1C(=NC=C(C1O)C1=C(C=C(C=C1)F)C)C)F N-[4-[(6,7-Dimethoxy-1,5-naphthyridin-4-yl)oxy]-3-fluorophenyl]-5-(4-fluoro-2-methylphenyl)-4-hydroxy-2-methylpyridine-3-carboxamide